ClC1=C(C(=O)NC2=CC(=C(C=C2)Cl)C2=NC=CC=C2)C=CC(=C1)C(=O)NC1=CC=NO1 2-chloro-N-(4-chloro-3-(pyridin-2-yl)phenyl)-N4-(isoxazol-5-yl)terephthalamide